N1C(=NC2=C1C=CC=C2)C(N2C(C1=CC=CC=C1C2)=O)C2=C(C=CC=C2)OC 2-((1H-benzo[d]imidazole-2-yl)(2-methoxyphenyl)methyl)isoindolin-1-one